6-bromo-N2-(1-methylpiperidin-4-yl)pyrido[2,3-d]pyrimidine-2,4-diamine BrC1=CC2=C(N=C(N=C2N)NC2CCN(CC2)C)N=C1